S(N)(=O)(=O)C=1C=C(C=CC1)NC(NCCCC(=O)O)=O 4-(3-(3-sulfamoylphenyl)ureido)butyric acid